S1C(=NC2=C1C=CC=C2)C2=CC=C(C=C2)O 4-(benzothiazol-2-yl)phenol